COC1=C2C3C(C(OC2=CC(=C1)C(C)(CCCCCC)C)(C)C)CC=C(C3)C 1-Methoxy-6,6,9-trimethyl-3-(2-methyloctan-2-yl)-6a,7,10,10a-tetrahydrobenzo[c]chromene